3-imidazo[1,2-a]pyridin-7-yloxetan-3-ol N=1C=CN2C1C=C(C=C2)C2(COC2)O